N-(3''-fluoro-4''-(((1-hydroxy-2-methylpropan-2-yl)amino)methyl)-5''-methoxy-2,2'-dimethyl-[1,1':3',1''-terphenyl]-3-yl)-1-methyl-2-oxo-1,2-dihydropyridine-3-carboxamide FC=1C=C(C=C(C1CNC(CO)(C)C)OC)C=1C(=C(C=CC1)C1=C(C(=CC=C1)NC(=O)C=1C(N(C=CC1)C)=O)C)C